COC=1C=C(C=CC1)CN1N=C(C=C1C1=CC(=CC=C1)OCC(C)C)COC(C(=O)O)(C)C 2-([1-[(3-methoxyphenyl)methyl]-5-[3-(2-methylpropoxy)phenyl]-1H-pyrazol-3-yl]methoxy)-2-methylpropanoic acid